BrC=1C=C(C=NC1)N1CCN(CC1)C(=O)C=1C=NN(C1)C (4-(5-bromopyridin-3-yl)piperazin-1-yl)(1-methyl-1H-pyrazol-4-yl)methanone